C(CCC)C(COC(CCCCCC(=O)O)=O)CCCCCC heptanedioic acid 7-(2-butyloctyl) ester